C(#N)C1=C(C=CC(=N1)C(=O)NC)N1CCN(CC1)CC1=CC(=NN1C)NC(=O)NCC 6-cyano-5-(4-((3-(3-ethylureido)-1-methyl-1H-pyrazol-5-yl)methyl)piperazin-1-yl)-N-methylpicolinamide